2-[[4-[2-cycloprop-yl-5-(2H-tetrazol-5-yl)-4-pyridyl]piperazin-1-yl]methyl]-1,3-benzothiazole C1(CC1)C1=NC=C(C(=C1)N1CCN(CC1)CC=1SC2=C(N1)C=CC=C2)C=2N=NNN2